N-{(6S)-2-[4-(2,6-difluorophenyl)-1,2-benzoxazol-3-yl]-7,7-dimethyl-3-oxo-2,5,6,7-tetrahydro-3H-pyrrolo[1,2-c]imidazol-6-yl}ethanesulfonamide FC1=C(C(=CC=C1)F)C1=CC=CC2=C1C(=NO2)N2C(N1C(=C2)C([C@@H](C1)NS(=O)(=O)CC)(C)C)=O